(3R)-N-[2-(1-Benzylpiperidin-4-yl)ethyl]-1-(5-cyanopyrimidin-2-yl)-3-methylpiperidin-4-carboxamid C(C1=CC=CC=C1)N1CCC(CC1)CCNC(=O)C1[C@H](CN(CC1)C1=NC=C(C=N1)C#N)C